trimethoxysilylmethyl-(diethylamino)(methyldiethoxysilylpropylamino)methyl ethyl sulfide C(C)SC(NCCC[Si](OCC)(OCC)C)(N(CC)CC)C[Si](OC)(OC)OC